5-(4-fluorobenzoyl)amino-3-(1-neopentyl-1,2,3,6-tetrahydropyridin-4-yl)-1H-indole FC1=CC=C(C(=O)NC=2C=C3C(=CNC3=CC2)C=2CCN(CC2)CC(C)(C)C)C=C1